2-[dimethyl (2-naphthylmethyl) silyl]Ethyl carbonate C(OCC[Si](CC1=CC2=CC=CC=C2C=C1)(C)C)([O-])=O